(2-chloro-4-(trifluoromethyl)phenyl)-benzoxazol-2(3H)-one-6-sulfonyl chloride ClC1=C(C=CC(=C1)C(F)(F)F)N1C(OC2=C1C=CC(=C2)S(=O)(=O)Cl)=O